C(CCCCCCCCCCC)C(CO)CCCCCCCCCCCC 2-dodecyl-1-tetradecanol